FC1=C(C=C2C=CN(C(C2=C1)=O)CC(C[C@H](C)NC=1C=NN(C(C1C(F)(F)F)=O)COCC[Si](C)(C)C)F)C1=NC=C(C=N1)C(F)(F)F 7-fluoro-2-[(4S)-2-fluoro-4-[[6-oxo-5-(trifluoromethyl)-1-(2-trimethylsilylethoxymethyl)pyridazin-4-yl]amino]pentyl]-6-[5-(trifluoromethyl)pyrimidin-2-yl]isoquinolin-1-one